gamma-(N-propyl)aminopropyl-trimethoxysilane C(CC)NCCC[Si](OC)(OC)OC